NC(C(C(CC1C(NCC1)=O)NC(C(CC(C)C)NC(OC(C(F)(F)C1=CC(=CC=C1)Cl)C1=CC=CC=C1)=O)=O)=O)=O 2-(3-chlorophenyl)-2,2-difluoro-1-phenylethyl (1-((4-amino-3,4-dioxo-1-(2-oxopyrrolidin-3-yl)butan-2-yl)amino)-4-methyl-1-oxopentan-2-yl)carbamate